5-(1-((3-(3-ethylureido)isoxazol-5-yl)methyl)piperidin-4-yl)-N,6-dimethylpicolinamide C(C)NC(NC1=NOC(=C1)CN1CCC(CC1)C=1C=CC(=NC1C)C(=O)NC)=O